lauric hydrazide C(CCCCCCCCCCC)(=O)NN